FC1=C(C=C(C(=C1)O)S(=O)(=O)C)NC(=O)C=1C=C2CCN(CC2=CC1)C1=CC=C(C=C1)C(F)(F)F N-(2-fluoro-4-hydroxy-5-(methylsulfonyl)phenyl)-2-(4-(trifluoromethyl)phenyl)-1,2,3,4-tetrahydroisoquinoline-6-carboxamide